N-cyclopropyl-2-oxooxazoline-3-sulfonamide C1(CC1)NS(=O)(=O)N1C(OC=C1)=O